C(C)(C)N(P(OCCCCCCCCOCC(COCCCOC(C1=CC=CC=C1)(C1=CC=C(C=C1)OC)C1=CC=C(C=C1)OC)(COCCCOC(C1=CC=CC=C1)(C1=CC=C(C=C1)OC)C1=CC=C(C=C1)OC)COCCCOC(C1=CC=CC=C1)(C1=CC=C(C=C1)OC)C1=CC=C(C=C1)OC)OCCC#N)C(C)C 8-(3-(3-(bis(4-methoxyphenyl)(phenyl)methoxy)propoxy)-2,2-bis((3-(bis(4-methoxyphenyl)(phenyl)methoxy)propoxy)methyl)propoxy)octyl (2-cyanoethyl) diisopropylphosphoramidite